CN1CCC2C1CN(CC2)C2=NC1=C(N2C(=O)NCCCC2=CC=CC=C2)C=CC=C1 (1-Methyloctahydro-6H-pyrrolo[2,3-c]pyridin-6-yl)-N-(3-phenylpropyl)-1H-benzo[d]imidazole-1-carboxamide